3'-cyclobutyl-5'-(4-fluorophenyl)-N-(5-(6-methyl-3,6-diazabicyclo[3.1.1]heptan-3-yl)pyridin-2-yl)-1H,3'H-[2,4'-biimidazole]-4-carboxamide C1(CCC1)N1C=NC(=C1C=1NC=C(N1)C(=O)NC1=NC=C(C=C1)N1CC2N(C(C1)C2)C)C2=CC=C(C=C2)F